FC(C(=O)O)(F)F.ClC1=C(C=C(C(=O)N2CCN(CC2)C2CCC(CC2)C(=O)O)C=C1)N1C(NC(CC1)=O)=O (1r,4r)-4-(4-(4-Chloro-3-(2,4-dioxotetrahydropyrimidin-1(2H)-yl)benzoyl)piperazin-1-yl)cyclohexane-1-carboxylic acid trifluoroacetate